C1CC12NC1(CC1)CC(C2)OC2=CC=C(N=N2)C2=NC=C(C=C2O)C=2C=NNC2 2-{6-[(4-azadispiro[2.1.25.33]decan-9-yl)oxy]pyridazin-3-yl}-5-(1H-pyrazol-4-yl)pyridin-3-ol